C(C)(C)C=1C(=NNC1C=1C=C(C=2N(C1)N=CN2)C)C(=O)NC2CCC(CC2)NC(CC)CC 4-isopropyl-5-(8-methyl-[1,2,4]triazolo[1,5-a]pyridin-6-yl)-N-((1r,4r)-4-(pent-3-ylamino)cyclohexyl)-1H-pyrazole-3-carboxamide